N-(4-(4-(4-cyano-6-methylpyrimidin-2-yl)-N-methylpiperazine-1-sulfonimidoyl)phenyl)-2-(N-methylmethylsulfonamido)benzamide C(#N)C1=NC(=NC(=C1)C)N1CCN(CC1)S(=O)(=NC)C1=CC=C(C=C1)NC(C1=C(C=CC=C1)N(S(=O)(=O)C)C)=O